ClC1=COC2=C(C1=O)C=C(C=C2)Cl 3,6-Dichlorobenzopyran-4-one